FC(C=1C(=NC=C(C1)C1=CC=NC2=CC=CC=C12)OC[C@](CC(C)C)(N)C)F (S)-1-((3-(difluoromethyl)-5-(quinolin-4-yl)pyridin-2-yl)oxy)-2,4-dimethylpentan-2-amine